OC1=C(C=CC(=C1)C)C 2-hydroxy-para-xylene